C(#N)N1CC2=C(C=C(C=C2C1)C(=O)N)C1=C(C=C(C=C1)C#N)C#N 2-cyano-7-(2,4-dicyanophenyl)isoindoline-5-carboxylic acid amide